ClC1=CC=C(C=C1)C=1N=C2N(C=CC=C2)C1C=1C=CC(=NC1)C(CO)(O)C1=CC=CC=C1 1-(5-(2-(4-Chlorophenyl)imidazo[1,2-a]pyridin-3-yl)pyridin-2-yl)-1-phenylethan-1,2-diol